CC1(OC=2C=C(C(=C(C2C2C1CCC(=C2)C)O)C2OCC2)CCCCC)C 6,6,9-trimethyl-2-(oxetan-2-yl)-3-pentyl-6a,7,8,10a-tetrahydro-6H-benzo[c]chromen-1-ol